FC1=CC(=CC=2C1=NN(N2)C)N 7-fluoro-2-methyl-benzotriazol-5-amine